N-cyclopropylbenzamide C1(CC1)NC(C1=CC=CC=C1)=O